2-(chloromethyl)-3,5,6-trimethylpyrazine ClCC1=NC(=C(N=C1C)C)C